4-(S)-fluoro-L-proline F[C@H]1C[C@H](NC1)C(=O)O